5-chloro-2-methyl-3-oxo-4H-quinoxaline-6-carbaldehyde ClC1=C2NC(C(=NC2=CC=C1C=O)C)=O